O[C@@H]1CO[C@@H]([C@H]([C@H]1O)O)CO (3R,4S,5S,6R)-3,4,5-trihydroxy-6-(hydroxymethyl)tetrahydro-2H-pyran